8-acetyl-3,6-dimethyl-2-(1-methyl-1H-pyrazol-5-yl)quinazolin-4(3H)-one C(C)(=O)C=1C=C(C=C2C(N(C(=NC12)C1=CC=NN1C)C)=O)C